FC([C@H]1CC[C@@H](OC1)CO)(F)F ((trans)-5-(trifluoromethyl)-tetrahydro-2H-pyran-2-yl)methanol